FC(C1=CC=2C(NC[C@@H]3N(C2N=C1)CCNC3)=O)(F)F (R)-3-(trifluoromethyl)-7,7a,8,9,10,11-hexahydropyrazino[1,2-a]pyrido[3,2-f][1,4]diazepine-5(6H)-one